methyl 2-[5-(6-{5-[(methanesulfonyloxy)methyl]-1-methyl-1H-1,2,3-triazol-4-yl}-2-methylpyridin-3-yl)oxan-3-yl]acetate CS(=O)(=O)OCC1=C(N=NN1C)C1=CC=C(C(=N1)C)C1CC(COC1)CC(=O)OC